di-tert-butyl-5'-phenyl-[1,1':3',1''-terphenyl]-2'-amine C(C)(C)(C)C=1C(=C(C=CC1)C1=C(C(=CC(=C1)C1=CC=CC=C1)C1=CC=CC=C1)N)C(C)(C)C